Ethyl 2-cyano-4,4-diethoxy-butyrate C(#N)C(C(=O)OCC)CC(OCC)OCC